CN1C=CC2=CC=C(C=C12)C=1C=C(C=C2N=CC=NC12)NC=1CN(C=CC1)C=1C=NN(C1)C 3-{[8-(1-methyl-1H-indol-6-yl)quinoxalin-6-yl]amino}-N-(1-methyl-1H-pyrazol-4-yl)pyridine